OC1=CC=C2C=C(NC2=C1)C 6-hydroxy-2-methyl-1H-indole